(3-fluoro-4'-methyl-[2,3'-bipyridine]-2'-yl)((1S,4R,6R)-6-((5-(trifluoromethyl)pyridin-2-yl)oxy)-2-azabicyclo[2.2.1]hept-2-yl)methanone FC=1C(=NC=CC1)C=1C(=NC=CC1C)C(=O)N1[C@@H]2[C@@H](C[C@H](C1)C2)OC2=NC=C(C=C2)C(F)(F)F